FC(C=1C=C(CN2CCN(CC2[2H])C(=O)OC(C)(C)C)C=CC1)(F)F 4-(3-(trifluoromethyl)benzyl)-1-Boc-piperazine-5-d